FC1=C(CC2=NC3=C(N2C[C@H]2OCC2)C=C(C=C3)C(=O)O)C=C(C(=C1)C1=NC(=CC=C1)OCC=1SC(=CC1)C#CC=1C=NN(C1)C)F (S)-2-(2,5-difluoro-4-(6-((5-((1-methyl-1H-pyrazol-4-yl)ethynyl)thiophen-2-yl)methoxy)pyridin-2-yl)benzyl)-1-(oxetan-2-ylmethyl)-1H-benzo[d]imidazole-6-carboxylic acid